((2-(((5S,8S,10aR)-3-acetyl-6-oxo-8-(((R)-1-phenylethyl)carbamoyl)decahydropyrrolo[1,2-a][1,5]diazocin-5-yl)carbamoyl)-1H-indol-5-yl)difluoromethyl)phosphonic acid C(C)(=O)N1CC[C@@H]2N(C([C@H](C1)NC(=O)C=1NC3=CC=C(C=C3C1)C(F)(F)P(O)(O)=O)=O)[C@@H](CC2)C(N[C@H](C)C2=CC=CC=C2)=O